4-(1-(2,2-Difluoroethyl)-3-(pyridin-3-yl)-1H-pyrazol-4-yl)-2-(methylsulfonyl)pyrimidine FC(CN1N=C(C(=C1)C1=NC(=NC=C1)S(=O)(=O)C)C=1C=NC=CC1)F